C(C1=CC=CC=C1)[C@H]1N(C(OC1)=O)C([C@H](CCC(=O)OC)C)=O methyl (S)-5-((R)-4-benzyl-2-oxooxazolidin-3-yl)-4-methyl-5-oxopentanoate